S=C1[C@@H]2CC[C@H](CN1)N2C(=O)OC(C)(C)C tert-butyl (1S,5R)-2-thioxo-3,8-diazabicyclo[3.2.1]octane-8-carboxylate